CS(=O)(=O)O.N(C(=N)N)C1=CC=C(C(=O)OC2=CC=C(C=C2)CC(=O)O)C=C1 4-(4-guanidinobenzoyloxy)phenylacetic acid methanesulfonate